4,5,6,7-tetrahydro-1,3-benzothiazole-formaldehyde S1C(=NC2=C1CCCC2)C=O